FC(C(=O)O)(F)F.C12CC(CC(CC1)N2)=O 8-azabicyclo[3.2.1]octan-3-one trifluoroacetic acid salt